BrC=1C=CC2=CN(N=C2C1)C1CCC(CC1)C(=O)OC (1r,4r)-Methyl 4-(6-bromo-2H-indazol-2-yl)cyclohexanecarboxylate